(diethylmalonate) zirconium [Zr+4].C(C)C(C(=O)[O-])(C(=O)[O-])CC.C(C)C(C(=O)[O-])(C(=O)[O-])CC